C(CCC)[Sn](C=1SC(=C2OCCOC21)C2=CC=1C(C3=CC=CC=C3C1C=C2)(CCCCCC)CCCCCC)(CCCC)CCCC Tributyl-(7-(9,9-dihexyl-9H-fluoren-2-yl)-2,3-dihydrothieno[3,4-b][1,4]dioxin-5-yl)stannane